O=C(C(=O)OC)N1CCCC1 methyl 2-oxo-2-(pyrrolidin-1-yl)acetate